7-chloro-5-(2-cyclopropylpyridin-3-yl)-1-difluoromethyl-1,5-dihydro-4H-imidazo[4,5-c]quinoline ClC=1C=CC=2C3=C(CN(C2C1)C=1C(=NC=CC1)C1CC1)N=CN3C(F)F